l-4-(phosphonodifluoromethyl)phenylalanine P(=O)(O)(O)C(C1=CC=C(C[C@H](N)C(=O)O)C=C1)(F)F